Trans-2-[4-[2-[1-hydroxyethyl]-6-(methylamino)imidazo[4,5-c]pyridin-1-yl]cyclohexyl]acetonitrile OC(C)C=1N(C2=C(C=NC(=C2)NC)N1)[C@@H]1CC[C@H](CC1)CC#N